C(C)C1=NC(=NO1)C=1C=C2CC[C@H](C2=CC1)NC(=O)C=1C=NN(C1)CC(=O)OC methyl (R)-2-(4-((5-(5-ethyl-1,2,4-oxadiazol-3-yl)-2,3-dihydro-1H-inden-1-yl)carbamoyl)-1H-pyrazol-1-yl)acetate